BrC=1C=C(C=CC1O)C=CC(=O)C1=CC=C(C=C1)OCCOC 3-(3-Bromo-4-hydroxyphenyl)-1-[4-(2-methoxyethoxy)phenyl]prop-2-en-1-one